({[(9H-fluoren-9-yl)methoxy]carbonyl}amino)azetidine-1-carboxylic acid tert-butyl ester C(C)(C)(C)OC(=O)N1C(CC1)NC(=O)OCC1C2=CC=CC=C2C=2C=CC=CC12